C(C)(C)(C)OC(=O)N1CCN(CC1)C1=CC=C(C=C1)C=1C=C2C(N(CC2=C(C1)F)C(CC#C[Si](C(C)C)(C(C)C)C(C)C)C1=C(C=CC(=C1)F)F)=O 4-(4-(2-(1-(2,5-difluorophenyl)-4-(triisopropylsilyl)but-3-yn-1-yl)-7-fluoro-3-oxoisoindolin-5-yl)phenyl)piperazine-1-carboxylic acid tert-butyl ester